C(C=CC1=CC=CC=C1)(=O)C1=CNC2=CC=CC=C12 3-cinnamoyl-indole